4-(3,3-difluoropyrrolidin-1-yl)-2-((3s,4s)-3-fluoro-4-hydroxypyrrolidine-1-carbonyl)-4-methylpent-2-enenitrile FC1(CN(CC1)C(C=C(C#N)C(=O)N1C[C@@H]([C@H](C1)O)F)(C)C)F